[K].P(=O)(OCN1N=CC(=C1)C=1C2=C(C(=NC1)C1=C(C=C(C(=C1)C(C)=O)N)F)C(=NO2)N)(O)O (4-(4-(5-acetyl-4-amino-2-fluorophenyl)-3-aminoisoxazolo[4,5-c]pyridin-7-yl)-1H-pyrazol-1-yl)methyl dihydrogen phosphate monopotassium salt